C(C)(C)(C)C1=C(C(=C(CN2C(N(C(N(C2=O)CC2=C(C(=C(C=C2C)C(C)(C)C)O)C)=O)CC2=C(C(=C(C=C2C)C(C)(C)C)O)C)=O)C(=C1)C)C)O 1,3,5-tri(4-tertiary butyl-3-hydroxyl-2,6-dimethylbenzyl)-1,3,5-triazine-2,4,6(1H,3H,5H)-trione